ClC1=CC=C(C(=N1)C(=O)NS(=O)(=O)C)N[C@H](C)C=1C=C(C=C2C(N(C(=NC12)C=1C=C2C=NN(C2=CC1)CCOC)C)=O)C (R)-6-chloro-3-((1-(2-(1-(2-methoxyethyl)-1H-indazol-5-yl)-3,6-dimethyl-4-oxo-3,4-dihydroquinazolin-8-yl)ethyl)amino)-N-(methylsulfonyl)picolinamide